C(C)(C)(C)N1S(C2=C(C1=O)C=CC=C2[N+](=O)[O-])(=O)=O 2-tert-butyl-7-nitro-2,3-dihydro-1λ6,2-benzothiazole-1,1,3-trione